C(CN(CCO)CCO)N(CCO)CCO ethane-1,2-diylbis(azanetriyl)tetraethanol